N-methyl-N-octadecylaniline CN(C1=CC=CC=C1)CCCCCCCCCCCCCCCCCC